NC1CCN(CC1)CC1CCN(CC1)C=1C=C2C(N(C(C2=CC1)=O)C1C(NC(CC1)=O)=O)=O 5-(4-((4-aminopiperidin-1-yl)methyl)piperidin-1-yl)-2-(2,6-dioxopiperidin-3-yl)isoindoline-1,3-dione